5-bromo-4-trifluoromethylthiazole BrC1=C(N=CS1)C(F)(F)F